6-(chloromethyl)-N2-[4-(morpholin-4-yl)phenyl]-1,3,5-triazine-2,4-diamine ClCC1=NC(=NC(=N1)NC1=CC=C(C=C1)N1CCOCC1)N